B(O)(O)O.CS(=O)(=O)NC=1C=C(C=CC1)CC(O)(C)C(C)(C)O 3-methanesulfonamidophenyl-pinacol borate